phenyl-3-quinolineethanol C1(=CC=CC=C1)C1=NC2=CC=CC=C2C=C1CCO